BrC1=C(C=CC=C1)CN1CCN(CC1)C1=CC=C(C(=O)NS(=O)(=O)C2=CC(=C(C=C2)NCCSC2=CC=CC=C2)[N+](=O)[O-])C=C1 4-[4-[(2-bromophenyl)methyl]piperazin-1-yl]-N-[3-nitro-4-(2-phenylsulfanylethylamino)phenyl]sulfonylbenzamide